FC(C=1C(NC2=CC(=CC=C2N1)C(F)(F)F)=O)F 3-(difluoromethyl)-7-(trifluoromethyl)quinoxalin-2(1H)-one